O=S1(N(CCC1)C1=NC=C(C=C1C(C)=O)N1C=NC2=C1C=C(C=C2)NC=2N=NC(=CC2)C)=O 1-[2-(1,1-dioxo-1,2-thiazolidin-2-yl)-5-[6-[(6-methylpyridazin-3-yl)amino]benzimidazol-1-yl]-3-pyridyl]ethanone